NC=1C2=C(N=CN1)N(C(=C2C2=NC=C(C=N2)C#N)Br)C 2-(4-amino-6-bromo-7-methyl-7H-pyrrolo[2,3-d]pyrimidin-5-yl)pyrimidine-5-carbonitrile